N-[(4-Fluorophenyl)methyl]-N-methyl-3-(pyrrolidin-3-yl)-1-(thiophen-2-carbonyl)-1H-pyrazol-5-amin FC1=CC=C(C=C1)CN(C1=CC(=NN1C(=O)C=1SC=CC1)C1CNCC1)C